di(4-cyclooctenol) succinate C(CCC(=O)O)(=O)O.C1(CCC=CCCC1)O.C1(CCC=CCCC1)O